Cl.Cl.N1CC(CC1)CN1CC2=CC=CC(=C2C1)C(F)(F)F 2-(pyrrolidin-3-ylmethyl)-4-(trifluoromethyl)isoindoline dihydrochloride salt